C(C1=CC=CC=C1)N1CC(C1)(C(=O)O)C1=CC(=CC=C1)Cl 1-benzyl-3-(3-chlorophenyl)azetidine-3-carboxylic acid